C(C)(CC)NC1=NC=C2N=C(N(C2=N1)C1CCC(CC1)C(=O)N)NC1=C(C=CC=C1Cl)Cl (1R,4s)-4-(2-(sec-butylamino)-8-(2,6-dichlorophenylamino)-9H-purin-9-yl)cyclohexanecarboxamide